tert-butyl 2-(3-chloro-1-methyl-1H-indazol-7-yl)acetate ClC1=NN(C2=C(C=CC=C12)CC(=O)OC(C)(C)C)C